(4-(5-bromopyrazolo[1,5-a]pyridin-3-yl)-1H-1,2,3-triazol-1-yl)ethan-1-ol BrC1=CC=2N(C=C1)N=CC2C=2N=NN(C2)C(C)O